CN1CCN(CC1)C=1C=C(C=NC1)N 5-(4-methylpiperazin-1-yl)pyridin-3-amine